4-(heptylamino)cyclohexanone C(CCCCCC)NC1CCC(CC1)=O